C(=O)O.NCCCC(=O)NCCNC(C1=C(C=C(C=C1)NC=1C=2N(C=CN1)C(=CN2)C2=C(C(=C(C=C2)OCC#N)F)F)CC)=O N-[2-(4-amino-butanoylamino)ethyl]-4-[[3-[4-(cyanomethoxy)-2,3-difluoro-phenyl]imidazo[1,2-a]pyrazin-8-yl]amino]-2-ethyl-benzamide formate